6-(3-bromo-phenyl)-2-{1-[methoxycarbonylmethyl-(4-methylphenylsulfonyl)-amino]-ethyl}-nicotinic acid methyl ester COC(C1=C(N=C(C=C1)C1=CC(=CC=C1)Br)C(C)N(S(=O)(=O)C1=CC=C(C=C1)C)CC(=O)OC)=O